(S)-6-(3-((4-Methyl-4H-1,2,4-triazol-3-yl)methyl)oxetan-3-yl)-2-(4-((3-methyl-piperidin-1-yl)methyl)-6-(trifluoromethyl)pyridin-2-yl)isoindolin-1-one CN1C(=NN=C1)CC1(COC1)C1=CC=C2CN(C(C2=C1)=O)C1=NC(=CC(=C1)CN1C[C@H](CCC1)C)C(F)(F)F